CC1=NC(=CC(=C1)C1=C(C=2C(=NC(=CC2)C2CCN(CC2)C(=O)OC(C)(C)C)N1)C)C tert-butyl 4-[2-(2,6-dimethyl-4-pyridyl)-3-methyl-1H-pyrrolo[2,3-b]pyridin-6-yl]piperidine-1-carboxylate